ethyl-O-(1H-benzotriazol-1-yl)uronium hexafluorophosphate F[P-](F)(F)(F)(F)F.C(C)[NH+]=C(ON1N=NC2=C1C=CC=C2)N